3-(2-Methylenebutoxy)propionitrile C=C(COCCC#N)CC